7-((2-((4-(4-(4-(tert-butyl)piperazin-1-yl)piperidin-1-yl)-2-(difluoromethoxy)phenyl)amino)-5-(trifluoromethyl)pyrimidin-4-yl)amino)isoindolin-1-one C(C)(C)(C)N1CCN(CC1)C1CCN(CC1)C1=CC(=C(C=C1)NC1=NC=C(C(=N1)NC=1C=CC=C2CNC(C12)=O)C(F)(F)F)OC(F)F